The molecule is an organic nitrate salt obtained by reaction of equimolar amounts of (R)-isoconazole and nitric acid. It contains a (R)-isoconazole(1+). It is an enantiomer of a (S)-isoconazole nitrate. C1=CC(=C(C(=C1)Cl)CO[C@@H](CN2C=CN=C2)C3=C(C=C(C=C3)Cl)Cl)Cl.[N+](=O)(O)[O-]